(-)-2-{(3S*,4R*)-4-(6-fluoro-2,3-dihydrobenzofuran-5-yl)-3-[3-(4-fluorophenyl)ureido]-2-oxopyrrolidin-1-yl}-2-methylpropanoic acid FC1=CC2=C(CCO2)C=C1[C@H]1[C@@H](C(N(C1)C(C(=O)O)(C)C)=O)NC(=O)NC1=CC=C(C=C1)F |o1:10,11|